FC1=C(CN2N=C(N=N2)C2=CC=CC(=N2)C(CS(=O)(=O)N)(C)O)C=C(C=C1)OCC(F)(F)F 2-(6-(2-(2-fluoro-5-(2,2,2-trifluoroethoxy)benzyl)-2H-tetrazol-5-yl)pyridin-2-yl)-2-hydroxy-propane-1-sulfonamide